ClC1=C(C(=O)O)C=CC(=C1)C1=NC2=CC=C(C=C2C=C1)O chloro-4-(6-hydroxy-quinolin-2-yl)-benzoic acid